[3-(2-methoxy-1-methyl-vinyl)phenyl]acetic acid COC=C(C)C=1C=C(C=CC1)CC(=O)O